COS(=O)(=O)[O-] methylsulfate